4-(Pyrazin-2-ylmethyl)quinazoline-2,4-diamine N1=C(C=NC=C1)CC1(NC(=NC2=CC=CC=C12)N)N